N-[[1-(trifluoromethyl)cyclopropyl]methyl]-2,6-diazaspiro[3.3]heptane-2-sulfonamide FC(C1(CC1)CNS(=O)(=O)N1CC2(C1)CNC2)(F)F